N-[4-({7-[3-(1,1-dioxidothiomorpholino)propoxy]-6-methoxyquinolin-4-yl}oxy)-3-fluorophenyl]-5-(4-fluorophenyl)-6-oxo-2,3,5,6-tetrahydrofuro[3,2-c]pyridine-7-carboxamide O=S1(CCN(CC1)CCCOC1=C(C=C2C(=CC=NC2=C1)OC1=C(C=C(C=C1)NC(=O)C1=C2C(=CN(C1=O)C1=CC=C(C=C1)F)CCO2)F)OC)=O